FC(C(=O)O)(F)F.NCC(CC=1N(C(NN1)=O)C1=NC=C(C=C1F)C1=CC2=C(OCO2)C=C1)=C(F)F [2-(aminomethyl)-3,3-difluoro-allyl]-4-[5-(1,3-benzodioxol-5-yl)-3-fluoro-2-pyridinyl]-1,2,4-triazol-3-one trifluoroacetate salt